ethyl (6-bromo-3-nitropyridin-2-yl)-3-oxopropanoate BrC1=CC=C(C(=N1)C(C(=O)OCC)C=O)[N+](=O)[O-]